O.N1CC(OCC1)CCS(=O)(=O)O 2-morpholineethanesulfonic acid-hydrate